(4-bromophenoxy)(t-butyl)dimethylsilane BrC1=CC=C(O[Si](C)(C)C(C)(C)C)C=C1